(2-amino-3-(3-((6-(pyridin-4-ylmethoxy)pyridin-3-yl)methyl)isoxazol-5-yl)pyridin-1-ium-1-yl)methyl hydrogen phosphate P(=O)(OC[N+]1=C(C(=CC=C1)C1=CC(=NO1)CC=1C=NC(=CC1)OCC1=CC=NC=C1)N)(O)[O-]